7-Fluoro-3-Piperidin-4-yl-1,3,4,5-tetrahydro-benzo[d][1,3]diazepin-2-one FC1=CC2=C(NC(N(CC2)C2CCNCC2)=O)C=C1